ClC1=C(C=C(OCC(=O)NC(=O)C23CC(C2)(C3)CO)C=C1)F 2-(4-chloro-3-fluoro-phenoxy)-N-[3-(hydroxymethyl)-1-bicyclo[1.1.1]pentanoyl]acetamide